C1(CC1)C=1C2=C(C(N(C1)C1=CC(=CC=C1)C1=C(C=C(C=C1)F)C=1N(C=CN1)C)=O)NC(=C2)CN2C[C@H](CCC2)C 4-cyclopropyl-6-[3-[4-fluoro-2-(1-methylimidazol-2-yl)phenyl]phenyl]-2-[[(3S)-3-methylpiperidin-1-yl]methyl]-1H-pyrrolo[2,3-c]pyridin-7-one